BrC=1C=CC=C2C3=C(N(C12)COCC[Si](C)(C)C)CCC/C(/C3=O)=C/O (Z)-4-bromo-9-(hydroxymethylene)-5-((2-(trimethylsilyl)ethoxy)methyl)-6,7,8,9-tetrahydrocyclohepta[b]indol-10(5H)-one